COC1=NC(=CN=C1N1N=NN=C1N)OC 2,6-Dimethoxy-3-(5-amino-tetrazol-1-yl)-pyrazine